Cl.N[C@@H](C(=O)NC=1SC=CN1)C1=C(C=CC=C1)OC |r| (2RS)-2-amino-2-(2-methoxyphenyl)-N-thiazol-2-yl-acetamide hydrochloride